1-{2-[1-ethyl-6,8-difluoro-7-(3,4-dimethylpiperazin-1-yl)-quinolin-4(1H)-one-3-yl]-1,3,4-thiadiazol-5-yl}-3-[1-ethyl-6-fluoro-7-(4-acetylpiperazin-1-yl)-quinolin-4(1H)-one-3-yl]-urea C(C)N1C=C(C(C2=CC(=C(C(=C12)F)N1CC(N(CC1)C)C)F)=O)C=1SC(=NN1)NC(=O)NC1=CN(C2=CC(=C(C=C2C1=O)F)N1CCN(CC1)C(C)=O)CC